methyl 4-aminopyridine-2-carboxylate NC1=CC(=NC=C1)C(=O)OC